1,3-Bis{(4-carbamimidoyl)-phenoxymethyl}-benzene dihydrochloride Cl.Cl.C(N)(=N)C1=CC=C(OCC2=CC(=CC=C2)COC2=CC=C(C=C2)C(N)=N)C=C1